C(C)(C)C=1C=CC=C(C(=O)NC2=CC=CC=C2)C1 5-isopropyl-N-phenylbenzamide